N-[5-(chloromethyl)-2-pyridinyl]cyclopropanesulfonamide ClCC=1C=CC(=NC1)NS(=O)(=O)C1CC1